ethyl 1-((2-(trimethylsilyl) ethoxy) methyl)-1H-imidazole-4-carboxylate C[Si](CCOCN1C=NC(=C1)C(=O)OCC)(C)C